C(#N)C=1C=C(C(=NC1)C(=O)OC)SCC methyl 5-cyano-3-(ethylsulfanyl)pyridine-2-carboxylate